OC1C(COCC1)OC1=NC(=NC=C1C(C(F)(F)F)(F)F)NC1=CC=C(C=C1)S(=O)(=O)N 4-((4-((4-hydroxytetrahydro-2H-pyran-3-yl)oxy)-5-(perfluoroethyl)pyrimidin-2-yl)amino)benzenesulfonamide